1-(5-chloro-2-methylphenyl)-3-[1-(3,5-difluorophenyl)-5-oxopyrrolidine-3-yl]urea ClC=1C=CC(=C(C1)NC(=O)NC1CN(C(C1)=O)C1=CC(=CC(=C1)F)F)C